C12(CCC(CC1)CC2)CN (bicyclo[2.2.2]octan-1-yl)methanamine